3-methyl-5-(2-methyl-4-(6-(trifluoromethyl)quinazolin-2-yl)phenyl)-4-oxo-4,5,6,7-tetrahydropyrazolo[1,5-a]pyrazine-2-carboxylic acid ethyl ester C(C)OC(=O)C1=NN2C(C(N(CC2)C2=C(C=C(C=C2)C2=NC3=CC=C(C=C3C=N2)C(F)(F)F)C)=O)=C1C